(6,6-dioxo-6lambda6-thia-2,5-diazaspiro[3.4]octan-2-yl)methanone O=S1(NC2(CN(C2)C=O)CC1)=O